tri(2-Methylphenyl)phosphat CC1=C(C=CC=C1)OP(=O)(OC1=C(C=CC=C1)C)OC1=C(C=CC=C1)C